FC(C1=CC=C(C=N1)B(O)O)(F)F (6-(trifluoromethyl)pyridin-3-yl)boronic acid